di(2-fluorocyclohexyl) (2-fluorocyclohexyl)phosphonate FC1C(CCCC1)P(OC1C(CCCC1)F)(OC1C(CCCC1)F)=O